C1(CC1)C1=C(C=2C(N(CC2C=C1)C1C(NC(CC1)=O)=O)=O)C#N 5-cyclopropyl-2-(2,6-dioxopiperidin-3-yl)-3-oxoisoindoline-4-carbonitrile